N5,N9-Diphenyl-N5,N9-di-m-tolylspiro[benzo[c]fluorene-7,9'-fluorene]-5,9-diamine C1(=CC=CC=C1)N(C1=CC2=C(C3=C1C=CC=C3)C=3C=CC(=CC3C23C2=CC=CC=C2C=2C=CC=CC32)N(C=3C=C(C=CC3)C)C3=CC=CC=C3)C=3C=C(C=CC3)C